ClC1=C(C=CC=C1Cl)N1CCN(CC1)CCNC(=O)C=1NC2=CC=CC=C2C1 N-(2-(4-(2,3-dichloro-phenyl)piperazin-1-yl)ethyl)-1H-indol-2-carboxamide